CO[Si](CCCN)(C)OC 3-[dimethoxy(methyl)silyl]propylamine